(1s,4s)-4-(((3-amino-5-methylpyridin-4-yl)methyl)amino)-N-(3-methoxy-4-methylphenyl)cyclohexanecarboxamide NC=1C=NC=C(C1CNC1CCC(CC1)C(=O)NC1=CC(=C(C=C1)C)OC)C